pentamethylcyclopentadienyl(1-isopropyl-3,6,7,8-tetrahydro-as-indacenyl)hafnium CC1=C(C(=C(C1([Hf]C1=C(C2=C3CCCC3=CC=C2C1)C(C)C)C)C)C)C